C(C)OC(C(C)(C)N=NC(C(=O)OCC)(C)C)=O 2,2'-azobisisobutyric acid diethyl ester